BrC=1C(=C2C=NN(C2=CC1)C1OCCCC1)OC 5-Bromo-4-methoxy-1-(tetrahydro-2H-pyran-2-yl)-1H-indazole